BrCC(=O)C=1SC=CN1 alpha-bromo-2-acetylthiazole